tert-butyl ((3S)-1-(3-(6-(2-(2,6-dioxopiperidin-3-yl)-1,3-dioxoisoindolin-4-yl)-2,6-diazaspiro[3.3]heptan-2-yl)propanoyl)pyrrolidin-3-yl)carbamate O=C1NC(CCC1N1C(C2=CC=CC(=C2C1=O)N1CC2(CN(C2)CCC(=O)N2C[C@H](CC2)NC(OC(C)(C)C)=O)C1)=O)=O